azabicyclo[2.1.1]Hexane N12CCC(C1)C2